C1(C=CC(N1C1=CC=C(C=C1)C(C)(C)C1=CC=C(C=C1)N1C(C=CC1=O)=O)=O)=O 2,2-bis(4-maleimidophenyl)propane